SC1=CN=NN1.[Na] sodium 5-mercapto-1H-1,2,3-triazole